FC(C(=O)O)(F)F.C(C)(C)NCCC1=CC=C(C=C1)NC(=O)C1=C(C=C(C(=C1)OC)OC)NC(=O)C=1OC2=CC=CC=C2C(C1)=O N-(2-((4-(2-(Isopropylamino)ethyl)phenyl)carbamoyl)-4,5-dimethoxyphenyl)-4-oxo-4H-chromene-2-carboxamide trifluoroacetate salt